C(C)(=O)C1=CC=C(OCCCCC(=O)NC2=C(C(=O)NC3=C(C(=O)O)C=CC=C3)C=CC=C2)C=C1 2-(2-(5-(4-Acetylphenoxy)pentanoylamino)benzoylamino)benzoic acid